(E)-1-(thiophen-2-yl)-3-(trifluoromethyl)pent-2-en-1-one S1C(=CC=C1)C(\C=C(/CC)\C(F)(F)F)=O